N-((2-(2,6-dioxopiperidin-3-yl)-1-oxoisoindolin-5-yl)methyl)-2,2-difluoro-2-(4-fluoro-2-isopropoxyphenyl)acetamide O=C1NC(CCC1N1C(C2=CC=C(C=C2C1)CNC(C(C1=C(C=C(C=C1)F)OC(C)C)(F)F)=O)=O)=O